CC(C)(C1CCC(CC1)(CO)O)O 4-menthane-1,7,8-triol